ClC1=CC=C(C=C1)C1(CCCCC=2N=C3N(C=C(C=C3)C=3C=NC(=NC3)N3CCOCC3)C21)O 10-(4-chlorophenyl)-2-(2-morpholinylpyrimidin-5-yl)-7,8,9,10-tetrahydro-6H-cyclohepta[4,5]imidazo[1,2-a]pyridin-10-ol